C(#N)C1=CC=C(OC2=CC(=C(C(=O)O)C=C2)C)C=C1 4-(4-cyano-phenoxy)-2-methylbenzoic acid